phenyl-(4-propyl)benzoate C1(=CC=CC=C1)OC(C1=CC=C(C=C1)CCC)=O